C(C)(C)(C)OC(=O)N1CC2CN(CC2C1)CCO 5-(2-hydroxyethyl)-octahydropyrrolo[3,4-c]Pyrrole-2-carboxylic acid tert-butyl ester